(1s,3s)-3-((3-methoxy-5-nitropyridin-2-yl)oxy)-N,N-dimethylcyclobutanamine COC=1C(=NC=C(C1)[N+](=O)[O-])OC1CC(C1)N(C)C